N1CCC12CN(CCC2)C=2C1=C(N=CN2)N(C=C1)S(=O)(=O)C1=CC=C(C)C=C1 4-(1,6-diazaspiro[3.5]nonan-6-yl)-7-tosyl-7H-pyrrolo[2,3-d]pyrimidine